(2,6-dichlorophenyl)-4-ethoxy-2-{{4-[2-(diethylamino)ethoxy]phenyl}amino}pyrimidine-5-carboxamide ClC1=C(C(=CC=C1)Cl)C1=C(C(=NC(=N1)NC1=CC=C(C=C1)OCCN(CC)CC)OCC)C(=O)N